tert-Butyl (2S,5R)-5-ethyl-4-(1-(4-fluorophenyl)-2-methoxy-2-oxoethyl)-2-methylpiperazine-1-carboxylate C(C)[C@H]1N(C[C@@H](N(C1)C(=O)OC(C)(C)C)C)C(C(=O)OC)C1=CC=C(C=C1)F